C(C1=CC=CC=C1)N1C(C2=C(C=3C=CC=NC13)CCN(C2)CC=2C(=NOC2C)C)=O 6-Benzyl-3-((3,5-dimethylisoxazol-4-yl)methyl)-2,3,4,6-tetrahydropyrido[3,4-c][1,8]Naphthyridin-5(1H)-one